(3R,5R)-5-(1-(tert-butyl)-5-((2-((trifluoromethoxy)methyl)pyrazolo[1,5-a]pyrazin-4-yl)amino)-1H-pyrazol-3-yl)tetrahydrofuran-3-yl (1-methylcyclopropyl)carbamate CC1(CC1)NC(O[C@H]1CO[C@H](C1)C1=NN(C(=C1)NC=1C=2N(C=CN1)N=C(C2)COC(F)(F)F)C(C)(C)C)=O